N-((4-bromophenyl)sulfonyl)-3-((2,6-dimethylbenzyl)oxy)-2-methylbenzamide BrC1=CC=C(C=C1)S(=O)(=O)NC(C1=C(C(=CC=C1)OCC1=C(C=CC=C1C)C)C)=O